5-(3-bromo-5-fluorophenyl)-3-(3-hydroxypropyl)-1,3-oxazolidin-2-one BrC=1C=C(C=C(C1)F)C1CN(C(O1)=O)CCCO